O=C1C(=CC(=NN1)CC(=O)OCC)C(F)(F)F ethyl 2-(6-oxo-5-(trifluoromethyl)-1,6-dihydropyridazin-3-yl)acetate